6,7-Dihydro-4H-isoxazolo[4,5-c]pyridine O1N=CC=2CNCCC21